prop-1-en-2-yl-4H-thieno[3,2-b]pyrrole-4,5-dicarboxylate C=C(C)OC(=O)N1C2=C(C=C1C(=O)[O-])SC=C2